FC(COC=1C(=NC(=NC1)C)NC1=NNC2=CC(=CC=C12)[C@@H]1C[C@@]12C(NC1=CC=C(C=C21)OC)=O)F (1R,2S)-2-(3-{[5-(2,2-difluoroethoxy)-2-methylpyrimidin-4-yl]amino}-1H-indazol-6-yl)-5'-methoxyspiro[cyclopropane-1,3'-indol]-2'(1'H)-one